COC(C1=CC(=C(C=C1)N)C(F)(F)F)=O 4-amino-3-(trifluoromethyl)benzoic acid methyl ester